C1(CC1)N1C(O[C@]2(C=3C=C(C=NC3CCC2)C#CC2=CC(=CC=C2)F)C1)=O |r| (rac)-3-Cyclopropyl-3'-((3-fluorophenyl)ethynyl)-7',8'-dihydro-6'H-spiro[oxazolidine-5,5'-quinolin]-2-one